C(#N)C=1C(=CC=2OC[C@H]3N(C2N1)CCOC3)\N=C/N(C)C (S,Z)-N'-(2-cyano-6a,7,9,10-tetrahydro-6H-[1,4]oxazino[4,3-d]pyrido[3,2-b][1,4]oxazin-3-yl)-N,N-dimethylformimidamide